4-chloro-N-(5-cyclopropyl-1H-pyrazol-3-yl)-N-[(2,4-dimethoxyphenyl)methyl]butanamide ClCCCC(=O)N(CC1=C(C=C(C=C1)OC)OC)C1=NNC(=C1)C1CC1